NC=1C(=NC(=C(N1)N)Cl)C(=O)NC(NCCCCC1=CC=C(C=C1)C1=CC=C(C=C1)CCC(=O)NCCN(C[C@@H]([C@H]([C@@H]([C@@H](CO)O)O)O)O)CCCCCC)=N 3,5-diamino-6-chloro-N-(N-(4-(4'-(3-((2-(hexyl((2S,3R,4R,5R)-2,3,4,5,6-pentahydroxyhexyl)amino)ethyl)amino)-3-oxopropyl)-[1,1'-biphenyl]-4-yl)butyl)carbamimidoyl)pyrazine-2-carboxamide